bis(triethoxysilyl)amine C(C)O[Si](OCC)(OCC)N[Si](OCC)(OCC)OCC